3,5-dimethyliodobenzene CC1=CC(=CC(=C1)I)C